3-[2-(4-acetyl-piperazin-1-yl)-4-(trifluoromethyl)-pyrimidin-5-yl]-8-dimethylamino-8-phenyl-1,3-diazaspiro[4.5]decan-2-one C(C)(=O)N1CCN(CC1)C1=NC=C(C(=N1)C(F)(F)F)N1C(NC2(C1)CCC(CC2)(C2=CC=CC=C2)N(C)C)=O